2-(4-((3-(4-methoxyphenyl)-2-oxo-2,3-dihydro-1H-imidazol-1-yl)methyl)-2,6-dimethylphenoxy)-2-methylpropanoic acid ethyl ester C(C)OC(C(C)(C)OC1=C(C=C(C=C1C)CN1C(N(C=C1)C1=CC=C(C=C1)OC)=O)C)=O